γ-methylacryloxypropyl-diethoxymethyl-silane CC=CC(=O)OCCC[SiH2]C(OCC)OCC